C(C=C)OC1=CC=C(C=C1)C=1C(=CC=C(C1)\C=C\C)O (E)-4'-(allyloxy)-5-(prop-1-en-1-yl)-[1,1'-biphenyl]-2-ol